1-tert-butyl 3-ethyl 4-(2-chlorophenyl)-1H-pyrrole-1,3(2H,5H)-dicarboxylate ClC1=C(C=CC=C1)C1=C(CN(C1)C(=O)OC(C)(C)C)C(=O)OCC